2'-O-(2-methoxyethyl)adenosine COCCO[C@H]1[C@@H](O[C@@H]([C@H]1O)CO)N1C=NC=2C(N)=NC=NC12